COC(CC1=CC=C(C=C1)CCC(=O)OC(C)(C)C)=O tert-Butyl 3-(4-(2-methoxy-2-oxoethyl)phenyl)propanoate